CN1C[C@H](OCC1)COC1=CC=2N(C=C1)C(=CN2)C2=CC(=NC=N2)NCC2=CC=C(C=C2)C=2C=NN(C2)C {6-[7-((S)-4-methyl-morpholin-2-ylmethoxy)-imidazo[1,2-a]pyridin-3-yl]-pyrimidin-4-yl}-[4-(1-methyl-1H-pyrazol-4-yl)-benzyl]-amine